BrC=1C(=NN(C1C1=CC=C(C=C1)F)C1=CC=CC=C1)OC(C(=O)O)C 2-{[4-Bromo-5-(4-fluorophenyl)-1-phenyl-1H-pyrazol-3-yl]oxy}propanoic acid